5-(5-(4-(fluoromethyl)phenyl)-1-propionyl-4,5-dihydro-1H-pyrazol-3-yl)-4-methylthieno[2,3-b]pyridin-6(7H)-one FCC1=CC=C(C=C1)C1CC(=NN1C(CC)=O)C1=C(C2=C(NC1=O)SC=C2)C